C1(CC1)N1C=C(C(C2=CC(=C(C=C12)OCCO)F)=O)CN(CC1=CC(=NC=C1)C)[C@@H]1CN(C[C@H](C1)F)C=1C=NC=CC1 1-cyclopropyl-6-fluoro-3-({[(3S,5S)-5-fluoro-1-(pyridin-3-yl)piperidin-3-yl][(2-methylpyridin-4-yl)methyl]amino}methyl)-7-(2-hydroxyethoxy)-1,4-dihydroquinolin-4-one